(1R,2S,5S)-N-((S)-1-hydroxy-3-((S)-2-oxopyrrolidin-3-yl)propan-2-yl)-6,6-dimethyl-3-(7-(trifluoromethyl)-1H-indole-2-carbonyl)-3-azabicyclo[3.1.0]hexane-2-carboxamide OC[C@H](C[C@H]1C(NCC1)=O)NC(=O)[C@@H]1[C@H]2C([C@H]2CN1C(=O)C=1NC2=C(C=CC=C2C1)C(F)(F)F)(C)C